Tetraethyl-monosilane 6-indenyl-isobutyrate C1C=CC2=CC=C(C=C12)OC(C(C)C)=O.C(C)[Si](CC)(CC)CC